(R)-1'-(5-Amino-1-(2-(2,2,2-trifluoroethoxy)ethyl)-1H-pyrazole-4-carbonyl)-6-chloro-5-fluorospiro[benzo[d][1,3]oxazine-4,3'-piperidin]-2(1H)-one NC1=C(C=NN1CCOCC(F)(F)F)C(=O)N1C[C@@]2(CCC1)C1=C(NC(O2)=O)C=CC(=C1F)Cl